C1(CCCCC1)S(=O)(=O)OOC(C)=O Acetyl CyclohexaneSulfonyl Peroxide